IC1=NN(C2=CC=C(C=C12)OC(C)C1=C2C(=NC=C1)N(C=C2)C(=O)OC(C)(C)C)C2OCCCC2 tert-butyl 4-(1-((3-iodo-1-(tetrahydro-2H-pyran-2-yl)-1H-indazol-5-yl) oxy) ethyl)-1H-pyrrolo[2,3-b]pyridine-1-carboxylate